N-{[3-(4-{[(3S,4R)-3-fluoro-1-methylpiperidin-4-yl]amino}-1-(2,2,2-trifluoroethyl)-1H-indol-2-yl)-1,2,4-oxadiazol-5-yl]methyl}-2-(2-methoxypropan-2-yl)-1,3-thiazole-4-carboxamide F[C@H]1CN(CC[C@H]1NC1=C2C=C(N(C2=CC=C1)CC(F)(F)F)C1=NOC(=N1)CNC(=O)C=1N=C(SC1)C(C)(C)OC)C